vinylene carbonate carbon [C].C1(OC=CO1)=O